phosphorous acid diallyl ester C(C=C)OP(OCC=C)O